C(C)C1(COC(OC1)(C)C)CO (5-Ethyl-2,2-dimethyl-1,3-Dioxane-5-yl)methanol